trans-3-((4-((S)-3-(3,5-difluorophenyl)isoxazolidine-2-carbonyl)cyclohexyl)methyl)benzo[d]oxazol-2(3H)-one FC=1C=C(C=C(C1)F)[C@H]1N(OCC1)C(=O)[C@@H]1CC[C@H](CC1)CN1C(OC2=C1C=CC=C2)=O